((2R,3S,4R,5R,6S)-6-(4-chloro-3-(4-(((S)-tetrahydrofuran-3-yl)oxy)benzyl)phenyl)-3,4,5-trihydroxytetrahydro-2H-pyran-2-yl)methyl L-phenylalaninate N[C@@H](CC1=CC=CC=C1)C(=O)OC[C@H]1O[C@H]([C@@H]([C@H]([C@@H]1O)O)O)C1=CC(=C(C=C1)Cl)CC1=CC=C(C=C1)O[C@@H]1COCC1